CC1=NC(=CC(=N1)NC1=C(C(=O)NOCC)C(=CC=N1)NC=1C(=NC(=CC1)C)N(S(=O)(=O)C)C)C ((2,6-dimethyl-pyrimidin-4-yl)amino)-N-ethoxy-4-((6-methyl-2-(N-methyl-methanesulfonamido)pyridin-3-yl)amino)nicotinamide